diphenyl-ethylenimine C1(=CC=CC=C1)C1C(N1)C1=CC=CC=C1